2-((10-Chloro-5,11-dihydrobenzo[6,7]oxepino[4,3-b]pyridin-11-yl)(methyl)amino)-5-hydroxy-N-(isoxazol-4-yl)-1-methyl-6-oxo-1,6-dihydropyrimidine-4-carboxamide ClC1=CC=CC2=C1C(C1=NC=CC=C1CO2)N(C=2N(C(C(=C(N2)C(=O)NC=2C=NOC2)O)=O)C)C